(Z,E)-10,12-hexadecadienol C(CCCCCCCC\C=C/C=C/CCC)O